methyl 1-(6-butyl-3-(4-methoxyphenyl) pyrazin-2-yl)-4-methylpiperidine-4-carboxylate C(CCC)C1=CN=C(C(=N1)N1CCC(CC1)(C(=O)OC)C)C1=CC=C(C=C1)OC